CC1=NN(C(C1C(=O)[O-])=O)C1=CC(=C(C=C1)OC(F)(F)F)C=1OC=CN1 3-methyl-1-(3-(oxazol-2-yl)-4-(trifluoromethoxy) phenyl)-5-oxo-4,5-dihydro-1H-pyrazole-4-carboxylate